2-(4-chloro-5-(difluoromethyl)-6-oxopyridazin-1(6H)-yl)acetic acid ClC=1C=NN(C(C1C(F)F)=O)CC(=O)O